NC=1C2=C(N=CN1)N(C=C2C=2SC=C(N2)CC2=CC=CC=C2)[C@@H]2C[C@@H]([C@@H]1[C@H]2OC(O1)(C)C)C1CCN(CC1)C(=O)OC(C)(C)C tert-butyl 4-[(3aR,4R,6R,6aS)-6-[4-amino-5-(4-benzyl-1,3-thiazol-2-yl)pyrrolo[2,3-d]pyrimidin-7-yl]-2,2-dimethyl-tetrahydro-3aH-cyclopenta[d][1,3]dioxol-4-yl]piperidine-1-carboxylate